2,6-diamino-4,5,6,7-tetrahydrobenzothiazole NC=1SC2=C(N1)CCC(C2)N